2,6-bis(4-chloro-2-ethyloxyphenyl)-4-(4-(2,4,6-trimethylphenyl)aminophenyl)pyridine ClC1=CC(=C(C=C1)C1=NC(=CC(=C1)C1=CC=C(C=C1)NC1=C(C=C(C=C1C)C)C)C1=C(C=C(C=C1)Cl)OCC)OCC